1,2-bis(vinylsulfonyl)-ethane C(=C)S(=O)(=O)CCS(=O)(=O)C=C